Cl.COC(CCN)=O beta-Alanine methyl ester hydrochloride